C1=CC=C(C=C1)OC2=CC=C(C=C2)C(=O)O p-phenoxybenzoic acid